NC1=C(C(=C(C=N1)C=1C=2N(C(=NC1C)N1CCC3(CCC[C@H]3N)CC1)C=NN2)Cl)Cl (R)-8-(8-(6-amino-4,5-dichloropyridin-3-yl)-7-methyl-[1,2,4]triazolo[4,3-c]pyrimidin-5-yl)-8-azaspiro[4.5]decan-1-amine